ClC1=C(C#N)C=C(C(=C1)O)C1=CC(=CC=C1)F 2-chloro-5-(3-fluorophenyl)-4-hydroxybenzonitrile